ClC=1C(=C(OC2CCC(CC2)NC(=O)C2=CC=C(N=N2)N2CCC(CC2)CCCCCC(=O)O)C=CC1[N+]#[C-])C 6-(1-(6-(((1r,4r)-4-(3-chloro-4-isocyano-2-methylphenoxy)cyclohexyl)carbamoyl)pyridazine-3-yl)piperidin-4-yl)hexanoic acid